CC(COC1=CC=C(C=C1)OC2=CC=CC=C2)OC3=CC=CC=N3 The molecule is an aromatic ether that consists of propylene glycol having a 2-pyridyl group at the O-1 position and a 4-phenoxyphenyl group at the O-3 position. It has a role as a juvenile hormone mimic. It is an aromatic ether and a member of pyridines. It derives from a 4-phenoxyphenol.